(7R,14R)-1-(difluoromethoxy)-6-(methyl-d3)-11-(4,4,5,5-tetramethyl-1,3,2-dioxaborolan-2-yl)-6,7-dihydro-7,14-methanobenzo[f]benzo[4,5]imidazo[1,2-a][1,4]diazocin-5(14H)-one FC(OC1=CC=CC=2C(N([C@H]3C=4N([C@@H](C21)C3)C3=C(N4)C=CC(=C3)B3OC(C(O3)(C)C)(C)C)C([2H])([2H])[2H])=O)F